((R)-4-(2-aminoimidazo[1,2-a]pyrazin-5-yl)morpholin-2-yl)((S)-6,8-dichloro-1-methyl-3,4-dihydroisoquinolin-2(1H)-yl)methanone NC=1N=C2N(C(=CN=C2)N2C[C@@H](OCC2)C(=O)N2[C@H](C3=C(C=C(C=C3CC2)Cl)Cl)C)C1